propargylmethanol C(C#C)CO